CC1(C2C3C4C=CC(C3C(C1)C2)C4)C(=O)OCCC 9-methyl-9-n-propoxycarbonyltetracyclo[6.2.1.13,6.02,7]Dodeca-4-ene